C1=NC(=C2N1C1=C(C=C2)NCC1)C#N 7,8-dihydro-6H-imidazo[1,5-a]pyrrolo[2,3-e]pyridine-3-carbonitrile